C(N)(=N)C=1C=C(SC1)CNC(=O)[C@H]1N[C@H]2C[C@]2(C1)C (1S,3S,5S)-N-((4-carbamimidoylthiophen-2-yl)methyl)-5-methyl-2-azabicyclo[3.1.0]hexane-3-carboxamide